NC1=NC=C(C2=C1C=NN2)NC(C(=O)N2[C@H](CC[C@@H](C2)C)C2=CC(=CC=C2)OC[C@H](C)N(C)C)=O N-(4-amino-1H-pyrazolo[4,3-c]pyridin-7-yl)-2-((2R,5S)-2-(3-((S)-2-(dimethylamino)propoxy)phenyl)-5-methylpiperidin-1-yl)-2-oxoacetamide